2-((3-(4-(pentafluoro-λ6-sulfaneyl)phenyl)-1,2,4-oxadiazol-5-yl)methyl)acrylic acid FS(C1=CC=C(C=C1)C1=NOC(=N1)CC(C(=O)O)=C)(F)(F)(F)F